ClC1=C(C(=O)NCC23C[C@]4(C[C@](CC(C2)C4)(C3)F)F)C=C(C=C1)CCC=O 2-chloro-N-(((1r,3R,5S,7r)-3,5-difluoroadamantan-1-yl)methyl)-5-(3-oxopropyl)benzamide